C(C=C)(=O)OCCOC(=O)NCCCC 2-(((butylamino)carbonyl)oxy)ethyl acrylate